O=S1(CCC(CC1)C=O)=O 1,1-DIOXO-HEXAHYDRO-1LAMBDA6-THIOPYRAN-4-CARBALDEHYDE